C(C)(C)NC(N(C1=NC2=CC(=CC=C2N=C1)C=1C=NC(=CC1)OCCCN1C(CCC1)=O)C)=O 3-isopropyl-1-methyl-1-(7-(6-(3-(2-oxopyrrolidin-1-yl)propoxy)pyridin-3-yl)-quinoxalin-2-yl)urea